C(C)OC(=O)C1=CC=2C(=C3C(=CC(=NC3=C(C2)OC)C(=O)OCC)C(=O)O)N1 5-methoxy-1H-pyrrolo[2,3-f]quinoline-2,7,9-tricarboxylic acid-2,7-diethyl ester